C[C@@]1(CN(CCC1)C1=NC(=NC2=C(C(=C(C=C12)F)C1=CC(=CC2=CC=C(C(=C12)C#C[Si](C(C)C)(C(C)C)C(C)C)F)O[Si](C(C)C)(C(C)C)C(C)C)F)F)O (R)-3-methyl-1-(2,6,8-Trifluoro-7-((Ra)-7-fluoro-8-((triisopropylsilyl)ethynyl)-3-((triisopropylsilyl)oxy)naphthalene-1-yl)quinazolin-4-yl)piperidin-3-ol